N-(1-benzylpiperidin-4-yl)-4-iodobenzamide C(C1=CC=CC=C1)N1CCC(CC1)NC(C1=CC=C(C=C1)I)=O